FC1=C(C(=CC=C1C1=CN(C(C=C1)=O)C)O)N1CC(NS1(=O)=O)=O 5-(2-fluoro-6-hydroxy-3-(1-methyl-6-oxo-1,6-dihydropyridin-3-yl)phenyl)-1,2,5-thiadiazolidin-3-one 1,1-dioxide